(P)-7-fluoro-1-(5-fluoro-2-methoxy-4-((trifluoromethoxy)methyl)phenyl)-N-(isoxazol-3-yl)-N-(4-methoxybenzyl)-2-oxo-1,2-dihydroquinoline-6-sulfonamide FC1=C(C=C2C=CC(N(C2=C1)C1=C(C=C(C(=C1)F)COC(F)(F)F)OC)=O)S(=O)(=O)N(CC1=CC=C(C=C1)OC)C1=NOC=C1